Cl.ClC1=CC=C(C=C1)C=1C=C(C(N(N1)C=1C=NN(C1)C)=O)C(=O)N[C@@H](C)C1=NC=CC=C1 (S)-6-(4-chlorophenyl)-2-(1-methyl-1H-pyrazol-4-yl)-3-oxo-N-(1-(pyridin-2-yl)ethyl)-2,3-dihydropyridazine-4-carboxamide hydrochloride